[6-[3-(1-hydroxycyclopropyl)-1H-1,2,4-triazol-5-yl]-2-azaspiro[3.3]heptan-2-yl]-[4-[3-(5-neopentyl-1,3,4-oxadiazol-2-yl)-1-bicyclo[1.1.1]pentanyl]piperidino]methanone OC1(CC1)C1=NNC(=N1)C1CC2(CN(C2)C(=O)N2CCC(CC2)C23CC(C2)(C3)C=3OC(=NN3)CC(C)(C)C)C1